S(=O)(=O)(O)C1=CC=C(C)C=C1.C(C)OC([C@@H](NC(C1=CC=C(C=C1)CCC1=CNC=2N=C(NC(C21)=O)NC(C)=O)=O)CCC(=O)OCC)=O N-{4-[2-(2-acetylamino-4,7-dihydro-4-oxo-3H-pyrrolo[2,3-d]pyrimidin-5-yl)ethyl]benzoyl}-L-glutamic acid diethyl ester tosylate